methyl (S)-2-(((benzyloxy) carbonyl) amino)-3-iodo-2-methylpropanoate C(C1=CC=CC=C1)OC(=O)N[C@@](C(=O)OC)(CI)C